4-(Bromoacetyl)piperidine-1-carboxylic acid tert-butyl ester C(C)(C)(C)OC(=O)N1CCC(CC1)C(CBr)=O